FC(C(=O)O)(F)F.N[C@H](CC1=C(C=2N=C(N=C(C2S1)NCC=1OC=CC1)Br)C)C 6-[(2S)-2-aminopropyl]-2-bromo-N-[(furan-2-yl)methyl]-7-methylthieno[3,2-d]pyrimidin-4-amine trifluoroacetate